NC=1C(=NON1)N1N=NC(=C1)C(=O)NN=CC1=C(C=CC=C1)C 1-(4-amino-1,2,5-oxadiazol-3-yl)-N'-(2-methylbenzylidene)-1H-1,2,3-triazole-4-carbohydrazide